4-(2-(1-chloroethyl)-5-(trifluoromethyl)phenyl)morpholine ClC(C)C1=C(C=C(C=C1)C(F)(F)F)N1CCOCC1